((((6-(3-bromo-2-chlorophenyl)-2-methoxypyridin-3-yl)methyl)amino)methyl)pyrrolidin-2-one BrC=1C(=C(C=CC1)C1=CC=C(C(=N1)OC)CNCN1C(CCC1)=O)Cl